N-pentylbenzene-1,2-diamine C(CCCC)NC=1C(=CC=CC1)N